ClC=1C=2N(C=CC1)C(=NN2)SCCCOC2=C(OC1=CC=CC=C1C2=O)C2=CC=C(C=C2)Br 3-(3-((8-chloro-[1,2,4]triazolo[4,3-a]pyridin-3-yl)thio)propoxy)-2-(4-bromophenyl)-4H-chromen-4-one